O=C1NC=C(N=C1)C(=O)OC methyl 5-oxo-4H-pyrazine-2-carboxylate